4-(4-methyl-2-(4-(trifluoromethyl)phenyl)thiazole-5-yl)pyrimidine-2-amine CC=1N=C(SC1C1=NC(=NC=C1)N)C1=CC=C(C=C1)C(F)(F)F